The molecule is a peptide anion obtained from the deprotonation of the two carboxy groups, and protonation of the primary amino group of neocasomorphin. It is the major species at pH 7.3. It is a conjugate base of a neocasomorphin. CC[C@H](C)[C@@H](C(=O)[O-])NC(=O)[C@@H]1CCCN1C(=O)[C@H](CCC(=O)[O-])NC(=O)[C@H](C(C)C)NC(=O)[C@@H]2CCCN2C(=O)[C@H](CC3=CC=C(C=C3)O)[NH3+]